C1(=CC=CC=C1)[C@H]1[C@@H](C1)NC(=O)C12CCC(CC1)(C2)NC=2N=NC(=CC2)C2=CC=CC=C2 (1s,4s)-N-((1R,2S)-2-phenylcyclopropyl)-4-((6-phenylpyridazin-3-yl)amino)bicyclo[2.2.1]heptane-1-carboxamide